CC1=NC=CC(=C1)C=1C=NN2C1N=CC(=C2)CN2CCC1(CCOCC1)CC2 9-((3-(2-Methylpyridin-4-yl)pyrazolo[1,5-a]pyrimidin-6-yl)methyl)-3-oxa-9-azaspiro[5.5]undecane